platinum (0) 1,3-dimethyl-1,3-diphenyl-1,3-divinyldisiloxane C[Si](O[Si](C=C)(C1=CC=CC=C1)C)(C=C)C1=CC=CC=C1.[Pt]